N-[(6-{[(1-cyclohexylcyclopropyl)amino]methyl}imidazo[1,2-a]pyridin-2-yl)methyl]-4-oxo-4H-pyrido[1,2-a]pyrimidine-2-carboxamide C1(CCCCC1)C1(CC1)NCC=1C=CC=2N(C1)C=C(N2)CNC(=O)C=2N=C1N(C(C2)=O)C=CC=C1